C(CC(C)C)OCCCCCCCC iso-Pentyl-n-octylether